FC1=CC=CC2=C3N(N=C12)C1C(N2C3=CC(C(=C2)C(=O)O)=O)C(CC1)(C)C 12-fluoro-3,3-dimethyl-7-oxo-2,3,3a,14a-tetrahydro-1H,7H-cyclopenta[5,6]pyrido[2',1':3,4]pyrazino[1,2-b]indazole-6-carboxylic acid